FC1=CC=CC2=C1OCCN2C(CNC(OC(C)(C)C)=O)=O tert-butyl (2-(8-fluoro-2,3-dihydro-4H-benzo[b][1,4]oxazin-4-yl)-2-oxoethyl)carbamate